BrCC1=C(C(=C(C(=C1CC)CBr)CC)CBr)CC ls-1,3,5-tri(bromomethyl)-2,4,6-triethylbenzene